CC1CC2=C(N=C(N=C2N2C[C@@H](NCC2)CC#N)OC[C@H]2N(CCC2)C)OC1C1=CC=CC2=CC=CC=C12 2-((2S)-4-(6-methyl-2-(((S)-1-methylpyrrolidin-2-yl)methoxy)-7-(naphthalen-1-yl)-6,7-dihydro-5H-pyrano[2,3-d]pyrimidin-4-yl)piperazin-2-yl)acetonitrile